8-(4-(4,6-bis(naphthalen-2-yl)-1,3,5-triazin-2-yl)phenyl)quinolone C1=C(C=CC2=CC=CC=C12)C1=NC(=NC(=N1)C1=CC2=CC=CC=C2C=C1)C1=CC=C(C=C1)C=1C=CC=C2C=CC(NC12)=O